C(C)(=O)N1C(C=2NC3=CC=CC=C3C2CC1)C1=CC=C(C=C1)C 2-acetyl-1-(4-methylphenyl)-2,3,4,9-tetrahydro-1H-β-carboline